ClC1=NC=CC2=C1C(=CN2C=CC(=O)N)C2=CC(=CC(=C2)OC2=NC=C(N=C2)C(F)(F)F)C 3-[4-chloro-3-(3-methyl-5-{[5-(trifluoromethyl)pyrazin-2-yl]oxy}phenyl)-1H-pyrrolo[3,2-c]pyridin-1-yl]propenamide